C(C)OC1(CC1)O[Si](C)(C)C [(1-ethoxycyclopropyl)oxy](trimethyl)silane